3-(5-(difluoromethyl)-3-(3-(1-(o-tolyl)cyclopropyl)-1,2,4-oxadiazol-5-yl)-1H-pyrazol-1-yl)cyclobutane-1-carboxylic acid FC(C1=CC(=NN1C1CC(C1)C(=O)O)C1=NC(=NO1)C1(CC1)C1=C(C=CC=C1)C)F